BrCC(=O)C1=CC=NC2=C1N=C(N=C2)OC 2-bromo-1-{2-methoxypyrido[3,2-d]pyrimidin-8-yl}ethanone